[NH4+].C(CCCCCCCCCCCCCCCCC)(=O)NCCCOC(C(CCCCCCCCCCCCCC)(C)C)=O stearamidopropyldimethyl(myristyl acetate)-ammonium salt